NC1=NC=C(C=C1O[C@H](C)C=1C=C(C=CC1)NC(=O)C1=CC=C2CCCN(C2=C1)C)Cl (R)-N-(3-(1-((2-Amino-5-chloropyridin-3-yl)oxy)ethyl)phenyl)-1-methyl-1,2,3,4-tetrahydrochinolin-7-carboxamid